4-[4-fluoro-5-methyl-1-[4-(trifluoromethoxy)phenyl]pyrazol-3-yl]piperidine FC=1C(=NN(C1C)C1=CC=C(C=C1)OC(F)(F)F)C1CCNCC1